2,6-di-t-butyl-4-isobutylphenol C(C)(C)(C)C1=C(C(=CC(=C1)CC(C)C)C(C)(C)C)O